C1(CC1)OC(=O)C=1C(=NC=NC1)NC1=C(C=CC=C1)NS(=O)(=O)CC 4-((2-(N-methylmethanesulfonylamino)phenyl)amino)pyrimidine-5-carboxylic acid cyclopropyl ester